N-(4-t-butylcyclohexyl)-3,5-bis-[4-t-pentylcyclohexylcarbonylamino]-benzamide C(C)(C)(C)C1CCC(CC1)NC(C1=CC(=CC(=C1)NC(=O)C1CCC(CC1)C(C)(C)CC)NC(=O)C1CCC(CC1)C(C)(C)CC)=O